4-(4-Hydroxy-4-methylpentyl)-3-cyclohexen-1-carboxaldehyd OC(CCCC1=CCC(CC1)C=O)(C)C